N-(2'-(phenylselanyl)-[1,1'-biphenyl]-2-yl)picolinamide C1(=CC=CC=C1)[Se]C1=C(C=CC=C1)C1=C(C=CC=C1)NC(C1=NC=CC=C1)=O